rel-4-((2R,3S,4S,5R)-3-(3,4-difluoro-2-(2-methoxyethoxy)phenyl)-4,5-dimethyl-5-(trifluoromethyl)tetrahydrofuran-2-carboxamido)pyridineamide FC=1C(=C(C=CC1F)[C@H]1[C@@H](O[C@]([C@H]1C)(C(F)(F)F)C)C(=O)NC1=CC(=NC=C1)C(=O)N)OCCOC |o1:8,9,11,12|